C(C)(C)(C)OC(=O)N(C1=NN2C(C=CC(=C2)C(F)(F)F)=C1S(=O)(=O)CC)CC1=NC=C(C=C1C(=O)OCC)C(F)(F)F ethyl 2-[[tert-butoxycarbonyl-[3-ethylsulfonyl-6-(trifluoromethyl)pyrazolo[1,5-a]pyridin-2-yl]amino]methyl]-5-(trifluoromethyl)pyridine-3-carboxylate